CN1C(=NC=C1)SCC1=NC(=NO1)C1=CC=C(C=C1)OC(F)(F)F 5-(((1-methyl-1H-imidazol-2-yl)thio)methyl)-3-(4-(trifluoromethoxy)phenyl)-1,2,4-oxadiazole